BrC=1C=C2C(=NC(N(C2=CC1C1CC1)C=1C(=NC=CC1)C(F)(F)F)=O)NC 6-bromo-7-cyclopropyl-4-(methyl-amino)-1-(2-(trifluoromethyl)pyridin-3-yl)-quinazolin-2(1H)-one